FC=1C=CC=C2C(=CNC12)C=1C=C(SC1)C(CC(=O)OC)=O Methyl 3-(4-(7-fluoro-1H-indol-3-yl)thiophen-2-yl)-3-oxopropanoate